1-(3,4-Dichlorophenyl)prop-2-en-1-ol ClC=1C=C(C=CC1Cl)C(C=C)O